CCCCCC=C Hept-6-ene